NC1=NC(=C(C=2N1N=C(N2)C(O)C2=C(C=CC=C2F)F)C2=NC=NC=C2)C=2C=C(C#N)C=CC2 3-(5-Amino-2-((2,6-difluorophenyl)(hydroxy)methyl)-8-(pyrimidin-4-yl)-[1,2,4]triazolo[1,5-c]pyrimidin-7-yl)benzonitrile